CC1(OB(OC1(C)C)C1=CC2=CC(=CC=C2C=C1)C1=CC=CC=C1)C 4,4,5,5-tetramethyl-2-(7-phenylnaphthalene-2-yl)1,3,2-dioxaborolane